CC1=CC=CC2=C1C=CO2 4-methylbenzofuran